C1(CCCCC1)CC(C)C (R)-3-cyclohexyl-2-methylpropane